C(C)OC1=CC=C(C=C1)[C@H](COC)NC(=O)C1C2C1CC=1C=CC=CC21 exo-N-[(1R)-1-(4-Ethoxyphenyl)-2-methoxyethyl]-1,1a,6,6a-tetrahydrocyclopropa[a]indene-1-carboxamide